(4-bromo-1-methyl-1H-pyrazol-3-yl)methanol BrC=1C(=NN(C1)C)CO